2-((3-(1,3-dioxo-1H-benzo[de]isoquinolin-2(3H)-yl)propyl)thio)benzoic acid O=C1N(C(C2=C3C(C=CC=C13)=CC=C2)=O)CCCSC2=C(C(=O)O)C=CC=C2